7-Hydroxy-N-[3-[3-(3-hydroxyazetidin-1-yl)-1-isobutyl-pyrazolo[4,3-c]pyridin-6-yl]-1-tetrahydropyran-2-yl-pyrazol-4-yl]-7-(trifluoromethyl)-4-azaspiro[2.5]octane-4-carboxamide OC1(CCN(C2(CC2)C1)C(=O)NC=1C(=NN(C1)C1OCCCC1)C1=CC2=C(C=N1)C(=NN2CC(C)C)N2CC(C2)O)C(F)(F)F